C(C)(=O)OC1OC=C(C=C1OC(C)=O)OC(C)=O 2H-pyran-2,3,5-triyl triacetate